ClC1=CC=C(C=N1)O[C@@H]1CC[C@H](CC1)NC(C(CCCOC1=CC=C(C=C1)C#N)(C)C)=O trans-N-(4-((6-chloropyridin-3-yl)oxy)cyclohexyl)-5-(4-cyanophenoxy)-2,2-dimethylpentanamide